2-(2,6-dioxopiperidin-3-yl)-N-(7-methoxy-5,6,7,8-tetrahydroquinolin-3-yl)-1-oxo-3H-isoindole-5-carboxamide O=C1NC(CCC1N1C(C2=CC=C(C=C2C1)C(=O)NC=1C=NC=2CC(CCC2C1)OC)=O)=O